vanadium(IV) chloride [V](Cl)(Cl)(Cl)Cl